1-(4-morpholinophenyl)-2-((1-(p-tolyl)-1H-tetrazol-5-yl)thio)ethan-1-one O1CCN(CC1)C1=CC=C(C=C1)C(CSC1=NN=NN1C1=CC=C(C=C1)C)=O